CC1=NOC(=C1C=1C=C(C=CC1OCCN1CCCC1)NC(C1=CC=NC=C1)=O)C N-(3-(3,5-dimethylisoxazol-4-yl)-4-(2-(pyrrolidin-1-yl)ethoxy)phenyl)isonicotinamide